Methyl 2,6-dimethylbenzoate CC1=C(C(=O)OC)C(=CC=C1)C